(R)-2,3,5-trimethyl-6-(12,12,12-trifluoro-3-hydroxy-3-methyldodecyl)cyclohexa-2,5-diene-1,4-dione CC=1C(C(=C(C(C1C)=O)C)CC[C@](CCCCCCCCC(F)(F)F)(C)O)=O